6-(3-bromo-5-chlorophenyl)-6-methyl-4-oxa-7-azaspiro[2.5]octane BrC=1C=C(C=C(C1)Cl)C1(COC2(CC2)CN1)C